[N+](=O)([O-])C1=NN(C=C1C(=O)OC)COCC[Si](C)(C)C methyl 3-nitro-1-(2-trimethylsilyl-ethoxymethyl)-1H-pyrazole-4-carboxylate